C1N(CCC2=CC=CC=C12)[C@H]1[C@@H](CN(CC1)C(=O)C=1C=CC2=C(NC(OC2C)=O)C1)O 7-((3R,4R)-4-(3,4-dihydroisoquinolin-2(1H)-yl)-3-hydroxypiperidine-1-carbonyl)-4-methyl-1,4-dihydro-2H-benzo[d][1,3]oxazin-2-one